C(C1=CC=CC=C1)OC1=C(C(=CC(=C1C)O)O)C(=O)N1CC2=CN=CC=C2CC1 (2-benzyloxy-4,6-dihydroxy-3-methyl-phenyl)-(3,4-dihydro-1H-2,7-naphthyridin-2-yl)methanone